OC1=C(C=CC(=C1)OC)C(\C=C/C1=CC(=C(C=C1)OC)O)=O (Z)-1-(2-Hydroxy-4-methoxyphenyl)-3-(3-hydroxy-4-methoxyphenyl)prop-2-en-1-one